tert-butyl((7-iodo-5-(phenoxymethyl)benzofuran-2-yl)methoxy)dimethylsilane C(C)(C)(C)[Si](C)(C)OCC=1OC2=C(C1)C=C(C=C2I)COC2=CC=CC=C2